FC1(CC(C1)(C#N)C1=CC(=C(C=C1)F)[N+](=O)[O-])F 3,3-difluoro-1-(4-fluoro-3-nitrophenyl)cyclobutane-1-carbonitrile